(5-(2-(2,6-dioxopiperidin-3-yl)-1-oxoisoindolin-4-yl)pent-4-en-1-yl)picolinamide O=C1NC(CCC1N1C(C2=CC=CC(=C2C1)C=CCCCC=1C(=NC=CC1)C(=O)N)=O)=O